C(=CC)C1=C(OC=2C(=C(C(=O)C3=CC=CC=C3)C=CC2)OC2=C(C=CC=C2)C=CC)C=CC=C1 bis(o-propenyl-phenoxy)-benzophenone